5-hexyl-5-methyldihydrofuran-2(3H)-one C(CCCCC)C1(CCC(O1)=O)C